FC=1C=2N(C=C(C1)C1=CNC=3N=C(N=CC31)NC3CC(C3)(C)N3C(CCC3)=O)C=CN2 1-((1r,3r)-3-((5-(8-fluoroimidazo[1,2-a]pyridin-6-yl)-7H-pyrrolo[2,3-d]pyrimidin-2-yl)amino)-1-methylcyclobutyl)pyrrolidin-2-one